C(=O)NC1=C(C=CC=C1)C(CC(C(=O)OC)NC(C[N+](C)(C)C)=O)=O 2-((4-(2-formamidophenyl)-1-methoxy-1,4-dioxobutan-2-yl)amino)-N,N,N-trimethyl-2-oxoethan-1-aminium